[1,4]dioxino[2,3-h]quinazolin-4-amine N1=CN=C(C2=CC=C3C(=C12)OC=CO3)N